F[C@@]1([C@@H](O[C@@H]([C@H]1O)CO)N1C=NC=2C(=O)NC(N)=NC12)O 2'-fluoroguanosine